CCCCCCC(CC)NO N-(6-hexyl-propyl)-hydroxylamine